prop-2-enesulfonate C(C=C)S(=O)(=O)[O-]